[Ag].N1C(CCC1)=O pyrrolidone silver